N-bromophthalimide BrN1C(C=2C(C1=O)=CC=CC2)=O